O[C@@H]1[C@H](O[C@H]([C@@H]([C@H]1O)O)OC1=CC=C(C=C1)C(\C=C\C1=CC=CC=C1)=O)C(=O)O (2S,3S,4S,5R,6S)-3,4,5-Trihydroxy-6-[4-[(E)-3-phenylprop-2-enoyl]phenoxy]oxane-2-carboxylic acid